(S)-N-(3-(5-cyano-2-methoxyphenyl)-1-(2-(3-methylmorpholino)-2-oxoethyl)-1H-pyrazol-4-yl)pyrazolo[1,5-a]pyrimidine-3-carboxamide C(#N)C=1C=CC(=C(C1)C1=NN(C=C1NC(=O)C=1C=NN2C1N=CC=C2)CC(=O)N2[C@H](COCC2)C)OC